5-benzyl-3-((1-methyl-1H-indazole-4-carboxamido)methyl)-4,5-dihydroisoxazole C(C1=CC=CC=C1)C1CC(=NO1)CNC(=O)C=1C=2C=NN(C2C=CC1)C